OC(C(=O)CC1=CC=C(C=C1)C1=C(C=CC=C1)C(C(C)(C)O)=O)(C)C 2-hydroxy-1-(4-(2-hydroxy-2-methylpropionylphenyl)benzyl)-2-methyl-1-propanone